3-chloro-4-((3'-(5-(hydroxymethyl)-1,3,4-oxadiazol-2-yl)-2,2'-dimethyl-[1,1'-biphenyl]-3-yl)methoxy)benzaldehyde ClC=1C=C(C=O)C=CC1OCC=1C(=C(C=CC1)C1=C(C(=CC=C1)C=1OC(=NN1)CO)C)C